ClC=1C(=NC(=C(N1)C1=CC=CC=C1)C1=CC=CC=C1)C=1C=C(C#N)C=CC1 3-(3-chloro-5,6-diphenylpyrazin-2-yl)benzonitrile